COC1=C(CNC2=NC(=CC=C2)F)C=CC(=C1)OC N-(2,4-dimethoxybenzyl)-6-fluoropyridin-2-amine